C(C)(C)(C)C1=CC=2C(C3=CC(=CC(=C3OC2C(=C1)P(C1=CC=CC=C1)C1=CC=CC2=C1OC1=C2C=CC=C1)P(C1=CC=CC=C1)C1=CC=CC2=C1OC1=C2C=CC=C1)C(C)(C)C)(C)C (-)-(2,7-di-tert.-butyl-9,9-dimethyl-9H-xanthen-4,5-diyl)bis((dibenzo[b,d]-furan-4-yl)(phenyl)phosphine)